2-Amino-4,5-difluorobenzoic acid NC1=C(C(=O)O)C=C(C(=C1)F)F